Cl.OC1CNC1 3-hydroxyazetidine HCl salt